[Na].[Ni].O[C@@H](C)C1=C(C(=O)N)C=CC=N1 ((S)-1-hydroxyethyl)nicotinamide nickel-sodium